3-(5-fluoropyrimidin-2-yl)-2-methoxyaniline iridium [Ir].FC=1C=NC(=NC1)C=1C(=C(N)C=CC1)OC